C(C)(=O)[O-].C(C)(=O)[O-].C(C)[Ti+2]CC ethylethyl-titanium diacetate